C(CCC)C(CCC(=O)OC)CCCCCC methyl 4-butyldecanoate